CC(CCCCC)C(=O)N heptane-2-carboxamide